N-{4-[2-(2-chloro-6-fluorophenyl)acetylamino]pyridin-2-yl}-N-(2,4-difluorophenyl)acetamide (2-methyl-5-(pyrrolidin-1-yl)phenyl)borate CC1=C(C=C(C=C1)N1CCCC1)OB(O)O.ClC1=C(C(=CC=C1)F)CC(=O)NC1=CC(=NC=C1)N(C(C)=O)C1=C(C=C(C=C1)F)F